FC=1C=C(C=C(C1OC1=CC=NC2=CC(=C(C=C12)OC[C@H](C)O)OC)F)NC(=O)C=1C=NC=CC1OC (S)-N-(3,5-difluoro-4-([6-(2-hydroxypropoxy)-7-methoxyquinolin-4-yl]oxy)phenyl)-4-methoxypyridine-3-carboxamide